C(#N)C1=NC(=NC(=C1)NC1=CC(=CC=C1)OC)N1N=CC(=C1N)C(=O)O 1-{4-cyano-6-[(3-methoxyphenyl)amino]pyrimidin-2-yl}-5-amino-1H-pyrazole-4-carboxylic acid